1,5,7-Triazabicyclo(4.4.0)dec-5-en N12CCCN=C2NCCC1